C1(CC1)[C@H](CC(=O)O)C1=CC(=C(C=C1)C)NC[C@@H]([C@H](C(F)(F)F)C)C1=CC2=C(OC(O2)(F)F)C=C1 (S)-3-cyclopropyl-3-(3-((2S,3R)-2-(2,2-difluorobenzo[d][1,3]dioxolan-5-yl)-4,4,4-trifluoro-3-methylbutanylamino)-4-methylphenyl)propionic acid